BrC=1C=CC2=C(N(C(=N2)C)CCO[Si](C)(C)C(C)(C)C)C1 6-bromo-1-(2-((tert-butyldimethylsilyl)oxy)ethyl)-2-methyl-1H-benzo[d]imidazole